methyl palmitate C(CCCCCCCCCCCCCCC)(=O)OC